C12(CC3CC(CC(C1)C3)C2)C=2C(=C(C=C(C2)C23CC1CC(CC(C2)C1)C3)S)O 3,5-di(adamantan-1-yl)2-hydroxythiophenol